NCCOCCOCCNC1=NC(=NC(=N1)NC1CC1)C1=CC=C(C=C1)Cl N2-[2-[2-(2-aminoethoxy)ethoxy]ethyl]-N4-cyclopropyl-6-(4-chlorophenyl)-1,3,5-triazine-2,4-diamine